C(C)N1C(C(=C(C(=C1)C=1NC2=CC=C(C=C2C1C(C)C)C1CCN(CC1)C1CCOCC1)C)C)=O 1-ethyl-5-(3-isopropyl-5-(1-(tetrahydro-2H-pyran-4-yl)piperidin-4-yl)-1H-indol-2-yl)-3,4-dimethylpyridin-2(1H)-one